CC1=C(C(=NO1)C1=NC=CC=C1)C(=O)O 5-methyl-3-(2-pyridinyl)-1,2-oxazole-4-carboxylic acid